dimethyl-n-decylchlorosilane C[Si](Cl)(CCCCCCCCCC)C